FC=1C=C(C=C(C1O)F)NC1=NC=2N(C(C(N(C2C=N1)C)=O)C)CCC(C)C ((3,5-difluoro-4-hydroxyphenyl)amino)-8-isopentyl-5,7-dimethyl-7,8-dihydropteridin-6(5H)-one